diphenylcyclodecane-5,10-dicarboxylate C1(=CC=CC=C1)OC(=O)C1CCCCC(CCCC1)C(=O)OC1=CC=CC=C1